N1(CCNCC1)C1=NC=C(C=N1)C(=O)N 2-(piperazin-1-yl)pyrimidine-5-carboxamide